FC1=C(C(=CC2=C1N=CS2)F)NC2=C1C(=NC=C2)SC(=C1)C=1[C@@H](NCCC1)C (S)-4,6-difluoro-N-(2-(2-methyl-1,2,5,6-tetrahydropyridin-3-yl)thieno[2,3-b]pyridin-4-yl)-benzo[d]thiazol-5-amine